6-trifluoromethyl-8-nitro-4H-benzo[e][1,3]Thiazine FC(C=1C=C(C2=C(CN=CS2)C1)[N+](=O)[O-])(F)F